1-(3-amino-2-hydroxy-5-methylphenyl)ethanone NC=1C(=C(C=C(C1)C)C(C)=O)O